NC=1C(=NC(=C(N1)C=1OC=CN1)C=1C=CC=2N(C1)C(=CN2)C)C(=O)NCC2=NC(=CC=C2)N2CC1(C2)CN(CC1)C 3-amino-N-((6-(6-methyl-2,6-diazaspiro[3.4]octan-2-yl)pyridin-2-yl)methyl)-6-(3-methylimidazo[1,2-a]pyridin-6-yl)-5-(oxazol-2-yl)pyrazine-2-carboxamide